C1N(CC12CNC2)C=2C=CC(=NC2)NC2=NC=C(C(=N2)C=2C=NN1C2[C@H](CCCC1)C)F N-[5-(2,6-diazaspiro[3.3]heptan-2-yl)-2-pyridyl]-5-fluoro-4-[(4S)-4-methyl-5,6,7,8-tetrahydro-4H-pyrazolo[1,5-a]azepin-3-yl]pyrimidin-2-amine